C(C)(C)N1N=CC=2C=NC(=CC21)C2=NNC=C2NC2=C(C=C(C=N2)C(=O)N)C 6-[[3-(1-Isopropylpyrazolo[4,3-c]pyridin-6-yl)-1H-pyrazol-4-yl]amino]-5-methyl-pyridine-3-carboxamide